1-isopropyl-7-(trimethylstannanyl)-3,4-dihydropyrazino[2,3-b]Pyrazin-2(1H)-one C(C)(C)N1C(CNC=2C1=NC(=CN2)[Sn](C)(C)C)=O